C(=O)(O)C=1C=C2C=CC(=CC2=CC1)C1=CC(=C2C=CC3=C(C=C(C4=CC=C1C2=C34)C3=CC4=CC=C(C=C4C=C3)C(=O)O)C3=CC4=CC=C(C=C4C=C3)C(=O)O)C3=CC4=CC=C(C=C4C=C3)C(=O)O 1,3,6,8-tetra(6-carboxyl-2-naphthyl)pyrene